C1(=CC=CC=C1)/N=N/C=1C=NN(C1)CC(=O)OCCCCCCCCCCCC Dodecyl (E)-2-(4-(phenyldiazenyl)-1H-pyrazol-1-yl)acetate